C(C)OC(C(C(=O)OCC)(C[C@@H](CCCCC)C)NC(C)=O)=O (R)-2-acetylamino-2-(2-methylheptyl)malonic acid diethyl ester